Cl.ClC=1C(=C(C=CC1F)NCC=1C=NC(=C(C1)F)C(F)(F)F)F (3-chloro-2,4-difluorophenyl)(5-fluoro-6-(trifluoromethyl)pyridin-3-yl)methylamine hydrochloride